C(#N)C=1N=CC(=NC1)NC1=CC=NN1 5-((5-cyanopyrazin-2-yl)amino)-1H-pyrazole